tert-butyl(hex-5-en-1-yloxy)dimethylsilane C(C)(C)(C)[Si](C)(C)OCCCCC=C